O=C1NC(CCC1N1C(C2=CC=CC(=C2C1=O)NC1=C(C=C2CCC(N(C2=C1)C)=O)C1=C(C(=NC=C1)OC)F)=O)=O 2-(2,6-dioxopiperidin-3-yl)-4-((6-(3-fluoro-2-methoxypyridin-4-yl)-1-methyl-2-oxo-1,2,3,4-tetrahydroquinolin-7-yl)amino)isoindoline-1,3-dione